(7R,14R)-1-(difluoromethoxy)-11-(6-(dimethylphosphoryl)-5-methylpyridin-3-yl)-6-(methyl-d3)-6,7-dihydro-7,14-methanobenzo[f]benzo[4,5]imidazo[1,2-a][1,4]diazocin-5(14H)-one FC(OC1=CC=CC=2C(N([C@H]3C=4N([C@@H](C21)C3)C3=C(N4)C=CC(=C3)C=3C=NC(=C(C3)C)P(=O)(C)C)C([2H])([2H])[2H])=O)F